5-(1-hydroxy-2-(naphthalen-1-yl)ethylidene)-2,2-dimethyl-1,3-dioxane-4,6-dione OC(CC1=CC=CC2=CC=CC=C12)=C1C(OC(OC1=O)(C)C)=O